ClC1=CC=C(C=C1)C(N1C[C@@H](N(C[C@H]1CC)C1=C2N=C(N(C2=NC(=N1)NN)C[C@H]1OCCC1)C)C)C1=CC=C(C=C1)Cl 6-((2S,5R)-4-(bis(4-chlorophenyl)methyl)-5-ethyl-2-methylpiperazin-1-yl)-2-hydrazineyl-8-methyl-9-(((S)-tetrahydrofuran-2-yl)methyl)-9H-purine